biphenyl-4-yl-(6-bromo-4'-naphthalen-2-yl-biphenyl-3-yl)-(4-phenanthren-9-yl-phenyl)-amine C1(=CC=C(C=C1)N(C1=CC=C(C=C1)C=1C2=CC=CC=C2C=2C=CC=CC2C1)C=1C=C(C(=CC1)Br)C1=CC=C(C=C1)C1=CC2=CC=CC=C2C=C1)C1=CC=CC=C1